2-allyl-1-(6-(2-hydroxy-prop-2-yl)pyridin-2-yl)-6-((1,2,3,4-tetrahydroisoquinolin-7-yl)Amino)-1,2-dihydro-3H-pyrazolo[3,4-d]Pyrimidin-3-one hydrochloride Cl.C(C=C)N1N(C2=NC(=NC=C2C1=O)NC1=CC=C2CCNCC2=C1)C1=NC(=CC=C1)C(C)(C)O